[2-amino-4-(trifluoromethoxy)phenyl]-[4-[2-[(2S)-1,4-dioxan-2-yl]-3H-imidazo[4,5-b]pyridin-7-yl]-1-piperidyl]methanone NC1=C(C=CC(=C1)OC(F)(F)F)C(=O)N1CCC(CC1)C1=C2C(=NC=C1)NC(=N2)[C@@H]2OCCOC2